BrC=1C(=CC=C2C(=C(N=CC12)C(=O)OC)O)Cl Methyl 8-bromo-7-chloro-4-hydroxyisoquinoline-3-carboxylate